N=1C=C(N2C1CCCC2)C2=CC=C(C(=O)O)C=C2 4-[5H,6H,7H,8H-imidazo[1,2-a]pyridin-3-yl]benzoic acid